C(C)(C)(C)OC(=O)NC1=C2CC(N(CC2=CC=C1)C=O)C(=O)OC methyl 5-(tert-butoxycarbonylamino)-2-formyl-3,4-dihydro-1H-isoquinoline-3-carboxylate